(R,E)-4-((3-(4-(3,3-difluoroazetidin-1-yl)but-2-enamido)piperidin-1-yl)methyl)-N-(4-(4-morpholino-7H-pyrrolo[2,3-d]pyrimidin-6-yl)phenyl)picolinamide FC1(CN(C1)C/C=C/C(=O)N[C@H]1CN(CCC1)CC1=CC(=NC=C1)C(=O)NC1=CC=C(C=C1)C1=CC2=C(N=CN=C2N2CCOCC2)N1)F